ClC1=CC(=C(O[C@@H](C)C2=NN=NN2)C=C1)C1CC1 5-[(1S)-1-(4-chloro-2-cyclopropylphenoxy)ethyl]-1H-1,2,3,4-tetrazole